(4Z)-2-(Cycloheptylamino)-4-[(2-methylindazol-5-yl)methylene]-1H-imidazol-5-one C1(CCCCCC1)NC=1NC(/C(/N1)=C/C1=CC2=CN(N=C2C=C1)C)=O